CS(=O)(=O)C=1C=CC=NC1 5-methylsulfonylpyridine